O1CCC(CC1)C=CC#N 3-(tetrahydro-2H-pyran-4-yl)acrylonitrile